7-fluoro-4-(phenylcarbamoyl)-3,4-dihydronaphthalene-2,2(1H)-dicarboxylic acid diethyl ester C(C)OC(=O)C1(CC2=CC(=CC=C2C(C1)C(NC1=CC=CC=C1)=O)F)C(=O)OCC